(S)-1-(2,5-DIMETHOXYPHENYL)-N-(2-(HEXAN-3-YLOXY)PHENYL)-5-METHYL-1H-1,2,3-TRIAZOLE-4-CARBOXAMIDE COC1=C(C=C(C=C1)OC)N1N=NC(=C1C)C(=O)NC1=C(C=CC=C1)O[C@@H](CC)CCC